ClC1=C2C(=C(NC2=CC=C1F)C(=O)N1CCN(CC1)C(=O)[C@@H]1NCC(C1)(F)F)F (R)-(4-chloro-3,5-difluoro-1H-indol-2-yl)(4-(4,4-difluoropyrrolidine-2-carbonyl)piperazin-1-yl)methanone